2,2-dimethylpropionaldehyde CC(C=O)(C)C